4-(Azepan-1-yl)-N-(2-oxo-1,2-dihydropyridin-4-yl)-6-(trifluoromethyl)pyridazine-3-carboxamide N1(CCCCCC1)C1=C(N=NC(=C1)C(F)(F)F)C(=O)NC1=CC(NC=C1)=O